(S)-tert-butyl (6-(4-(5-chloro-7-((1,1,1-trifluoropropan-2-yl)amino)-[1,2,4]triazolo[1,5-a]pyrimidin-6-yl)-3,5-difluorophenoxy)spiro[3.3]hept-2-yl)(methyl)carbamate ClC1=NC=2N(C(=C1C1=C(C=C(OC3CC4(CC(C4)N(C(OC(C)(C)C)=O)C)C3)C=C1F)F)N[C@H](C(F)(F)F)C)N=CN2